8H-furoPyrano[3,2-g]Indole N1C=CC2=CC=C3C(=C12)OC=1C(=C3)OCC1